C(=O)O.N=1C=CN2C1C=CC(=C2)C(=O)N imidazo[1,2-a]pyridine-6-carboxamide formate